ClC=1C(=C(C=CC1)NC1=C(C(=O)N2C=CC3=C2N=CN=C3N([C@H]3CN(CC[C@H]3C)C(CC#N)=O)C)C=CC=C1)C 3-((3R,4R)-3-((7-(2-((3-chloro-2-methylphenyl)amino)benzoyl)-7H-pyrrolo[2,3-d]pyrimidin-4-yl)(methyl)amino)-4-methylpiperidin-1-yl)-3-oxopropanenitrile